C(C)(C)(C)C1N(CCC(C1)N1N=C2C=C(C=CC2=C1)NC(=O)NC(\C=C\OCC)=O)C(=O)OCCC1=CC(=C(C(=C1)F)OC1=CC(=NC=C1)C(F)(F)F)F 2-(3,5-difluoro-4-((2-(trifluoromethyl)pyridin-4-yl)oxy)phenyl)ethan-1-ol tert-Butyl-(E)-4-(6-(3-(3-ethoxyacryloyl)ureido)-2H-indazol-2-yl)piperidine-1-carboxylate